C(C)N1C(=NC2=C1C(=CC(=C2)C#N)F)C=2N1C(CN(C3=CC=CC(C2)=C13)CCCO)CC 1-ethyl-2-[11-ethyl-9-(3-hydroxypropyl)-1,9-diazatricyclo[6.3.1.04,12]dodeca-2,4(12),5,7-tetraen-2-yl]-7-fluoro-benzimidazole-5-carbonitrile